4-(((3S,5S)-5-fluoropiperidin-3-yl)amino)-6-(4-((1-hydroxycyclopropyl)methoxy)phenyl)pyrido[3,2-d]pyrimidine-8-carboxamide F[C@H]1C[C@@H](CNC1)NC=1C2=C(N=CN1)C(=CC(=N2)C2=CC=C(C=C2)OCC2(CC2)O)C(=O)N